C1(CCC1)CN1C(N(CC12CCC(CC2)(C2=CC=CC=C2)NC)C2=C(C=C(C=C2)C(F)(F)F)S(=O)(=O)C)=O 1-(cyclobutyl-methyl)-8-methylamino-3-[2-methylsulfonyl-4-(trifluoromethyl)-phenyl]-8-phenyl-1,3-diazaspiro[4.5]decan-2-one